C(C)(NN1C(=C(C=C1Cl)C)C(=O)OCC)=N ethyl 1-acetimidamido-5-chloro-3-methyl-1H-pyrrole-2-carboxylate